[Cl-].[Cl-].C[Si](=[Zr+2](C1C(=CC2=C(C(=C(C=C12)C(C)(C)C)OC)C1=CC=CC=C1)CC(C)C)C1C(=CC2=C(C(=C(C=C12)C(C)(C)C)OC)C1=CC=CC=C1)CC(C)C)C rac-Dimethylsilylene-bis(6-tert-butyl-2-isobutyl-5-methoxy-4-phenyl-1H-inden-1-yl)zirconium dichloride